CC1=CC(=C(C=N1)NCC=1C=C2N=CC=NC2=CC1)N1CCNCC1 6-Methyl-4-(piperazin-1-yl)-N-(quinoxalin-6-ylmethyl)pyridin-3-amine